FC1=C(C(=CC=C1)C)N1CCC(CC1)N1C(N(C=2C(C1)=CN(N2)C(C)C)CC2=C(C=CC=C2)C(F)(F)F)=O 5-[1-(2-Fluoro-6-methyl-phenyl)-piperidin-4-yl]-2-isopropyl-7-(2-trifluoromethyl-benzyl)-2,4,5,7-tetrahydro-pyrazolo[3,4-d]pyrimidin-6-on